CN1C=C([C@H]2[C@H](O)[C@H](O)[C@@H](CO)O2)C(NC1=O)=O N1-Methyl-PseudoUridin